C(CCCCCCC\C=C/CCCCCCCC)(=O)OCC(COC(CCCCCCC\C=C/CCCCCCCC)=O)=O 2-oxopropane-1,3-diyl dioleate